benzyl (2S,4R)-1-((S)-2-((tert-butoxycarbonyl)amino)-3,3-dimethylbutanoyl)-4-hydroxypyrrolidine-2-carboxylate C(C)(C)(C)OC(=O)N[C@H](C(=O)N1[C@@H](C[C@H](C1)O)C(=O)OCC1=CC=CC=C1)C(C)(C)C